C(C=C)[C@@]1(C(O[C@H]([C@H](C1)C1=CC(=CC=C1)Cl)C1=CC=C(C=C1)Cl)=O)C (3S,5R,6R)-3-Allyl-5-(3-chlorophenyl)-6-(4-chlorophenyl)-3-methyltetrahydro-2H-pyran-2-one